N-(5-chloropyridin-2-yl)-2-{2-ethyl-5,8-dioxo-6-[(±)-tetrahydrofuran-3-ylmethyl]-5,6,7,8-tetrahydro-4H-pyrazolo[1,5-a]pyrrolo[3,4-d]pyrimidin-4-yl}acetamide ClC=1C=CC(=NC1)NC(CN1C=2N(C(C3=C1C(N(C3)C[C@@H]3COCC3)=O)=O)N=C(C2)CC)=O |r|